Cl.CC(C)N1C=CC(C2=CC=CC=C12)=O 1-(propan-2-yl)-1,4-dihydroquinolin-4-one hydrochloride